Tert-Butyl cis-3-amino-2-((2-phenyl-1,3-thiazol-4-yl)methyl)piperidine-1-carboxylate N[C@@H]1[C@@H](N(CCC1)C(=O)OC(C)(C)C)CC=1N=C(SC1)C1=CC=CC=C1